Cl.N[C@@H](CCCC(=O)OCC1=CC=CC=C1)C(COC1=C(C(=CC(=C1F)F)F)F)=O Benzyl (S)-5-amino-6-oxo-7-(2,3,5,6-tetrafluorophenoxy)heptanoate hydrochloride